CC1(C(N(C2=CC=C(C=C12)C(=O)N[C@@]1(CS(CC1)(=O)=O)C)C1=CC(=CC=C1)OC(F)(F)F)=O)C 3,3-dimethyl-N-[(3S)-3-methyl-1,1-dioxo-thiacyclopent-3-yl]-2-oxo-1-[3-(trifluoromethoxy)phenyl]indoline-5-carboxamide